2-(4,4-difluoroazepan-1-yl)-N-(3-hydroxy-1H-indazol-5-yl)quinoline-3-carboxamide FC1(CCN(CCC1)C1=NC2=CC=CC=C2C=C1C(=O)NC=1C=C2C(=NNC2=CC1)O)F